ClC1=C(C(=CC(=C1)Cl)Cl)C1=C(C(=O)O)C=C(C(=N1)OCC1=CC=CC=C1)C(NC)=O 2,4,6-Trichlorophenyl-6-(benzyloxy)-5-(methylcarbamoyl)nicotinic acid